BrC1=CC=CC=2N(C(OC21)=O)C2C(N(C(CC2)=O)CC2=CC=C(C=C2)OC)=O 3-(7-bromo-2-oxobenzo[d]oxazol-3(2H)-yl)-1-(4-methoxybenzyl)piperidine-2,6-dione